6-(isoxazol-4-yl)-N-(2-(4-((3-(2-methoxyethoxy)-5-(trifluoromethoxy)benzyl)amino)butoxy)ethyl)-1H-indazol-4-amine O1N=CC(=C1)C=1C=C(C=2C=NNC2C1)NCCOCCCCNCC1=CC(=CC(=C1)OC(F)(F)F)OCCOC